BrCC1=CC=C(C(=C1C(=O)OC)F)F methyl 6-(bromomethyl)-2,3-difluorobenzoate